CC=1C(N(C(NC1)=O)CN1C(=NC=C1)[N+](=O)[O-])=O 5-methyl-3-((2-nitro-1H-imidazole-1-yl)methyl)pyrimidine-2,4(1H,3H)-dione